COC=1C(=NC(=NC1C1=CC(=NC=C1)C1=NN(C=C1)C)N1CCOCC1)NC=1C=NC=CC1 5-methoxy-6-(2-(1-methyl-1H-pyrazol-3-yl)pyridin-4-yl)-2-morpholino-N-(pyridin-3-yl)pyrimidin-4-amine